6-methyl-5-((3-oxo-2-((6-oxo-5-oxa-7-azaspiro[3.4]octan-2-yl)methyl)isoindolin-1-yl)methyl)pyrimidine-4-carbonitrile CC1=C(C(=NC=N1)C#N)CC1N(C(C2=CC=CC=C12)=O)CC1CC2(C1)OC(NC2)=O